3-([1,2,4]triazolo[1,5-a]pyridin-6-yl)-N-(1H-pyrazol-4-yl)thieno[3,2-b]pyridin-5-amine N=1C=NN2C1C=CC(=C2)C2=CSC=1C2=NC(=CC1)NC=1C=NNC1